5,6-dihydro-5-methyluridine CC1C(NC(N([C@H]2[C@H](O)[C@H](O)[C@@H](CO)O2)C1)=O)=O